C(C1=CC=CC=C1)C1=C(C(=CC=C1)C)O 2-benzyl-6-methyl-phenol